C(CCC)N(CCO)CCCC.CC(CCCC(COP(=O)(O)O)CCCCCC(CC)C)CC.ClC1=CC=C(OC2=CC=C3C(CCOC3=C2F)NC(C=C)=O)C=C1 N-{7-(4-chlorophenoxy)-8-fluorochroman-4-yl}acrylamide 2-(4-methylhexyl)-8-methyl-1-decyl-phosphate dibutyl-ethanolamine salt